N-((7R)-2-cyano-2-azabicyclo[2.2.1]heptan-7-yl)-4-(3-(4-fluorophenoxy)pyridin-4-yl)benzamide C(#N)N1C2CCC(C1)[C@H]2NC(C2=CC=C(C=C2)C2=C(C=NC=C2)OC2=CC=C(C=C2)F)=O